CC1=CC=CC=C1 para-methyl-benzene